(3-chloro-2-pyridinyl)-1H-pyrazol-5-carboxamide ClC=1C(=NC=CC1)N1N=CC=C1C(=O)N